2,4,5,3',5'-pentahydroxybenzophenone OC1=C(C(=O)C2=CC(=CC(=C2)O)O)C=C(C(=C1)O)O